FC(C1=NN=C(O1)C1=CC(=C(CN(C(=O)N2CCSCC2)C2=CC(=CC=C2)C=2OC=CC2)C=C1)F)F N-(4-(5-(difluoromethyl)-1,3,4-oxadiazol-2-yl)-2-fluorobenzyl)-N-(3-(furan-2-yl)phenyl)thiomorpholine-4-carboxamide